C(C)C1(NC(N(C(C1)=O)[C@@H]1CCOC2=CC=C(C=C12)C(=O)NC(CCC1=CC=CC=C1)C1=CC=CC=C1)=N)CC (4R)-4-(4,4-diethyl-2-imino-6-oxo-hexahydropyrimidin-1-yl)-N-(1,3-diphenylpropyl)chromane-6-carboxamide